4-tert.-butylbenzylamine C(C)(C)(C)C1=CC=C(CN)C=C1